4-(N,N-dimethylamino)phenylboronic acid pinacol ester B1(OC(C(O1)(C)C)(C)C)C2=CC=C(C=C2)N(C)C